4-((2R,4S)-1-((5-methoxy-7-methyl-1H-indol-4-yl)methyl)-4-(3-(trifluoromethyl)azetidin-1-yl)piperidin-2-yl)benzoic acid COC=1C(=C2C=CNC2=C(C1)C)CN1[C@H](C[C@H](CC1)N1CC(C1)C(F)(F)F)C1=CC=C(C(=O)O)C=C1